butyl (4-(difluoromethoxy)-5-fluoropyridin-2-yl)carbamate FC(OC1=CC(=NC=C1F)NC(OCCCC)=O)F